tert-butyl 4-fluoro-4-(3-hydroxypropyl)piperidine-1-carboxylate FC1(CCN(CC1)C(=O)OC(C)(C)C)CCCO